C1(CC1)C1=CC=C(C=C1)[C@H]1CC2(CN(C2)C(=O)C2CC(C2)(C)O)CC1 |r| (rac)-(6-(4-Cyclopropylphenyl)-2-azaspiro[3.4]octan-2-yl)((1s,3s)-3-hydroxy-3-methylcyclobutyl)methanon